ClC=1C=C(C=C(C1)OC)C1=NNC2=NC(=CN=C21)N2CCC1(CCC[C@H]1N)CC2 (R)-8-(3-(3-chloro-5-methoxyphenyl)-1H-pyrazolo[3,4-b]pyrazin-6-yl)-8-azaspiro[4.5]decan-1-amine